(2-(thiophene-2-yl)indolizine-1-yl)methanone S1C(=CC=C1)C=1C(=C2C=CC=CN2C1)C=O